(6S)-6-methyl-5-{3-(trifluoromethyl)-4-[4-(trifluoromethyl)-1H-imidazol-1-yl]phenyl}-3,6-dihydro-2H-1,3,4-oxadiazin-2-one C[C@H]1C(=NNC(O1)=O)C1=CC(=C(C=C1)N1C=NC(=C1)C(F)(F)F)C(F)(F)F